N1=C(C=CC=C1)CNC(=O)C=1N=C(OC1)C=C N-(pyridin-2-ylmethyl)-2-vinyloxazole-4-carboxamide